4-(6-((3-Methyltetrahydrofuran-3-yl)carbamoyl)pyridin-3-yl)piperazine-1-carboxylate CC1(COCC1)NC(=O)C1=CC=C(C=N1)N1CCN(CC1)C(=O)[O-]